(6R)-6-{[7-(ethylsulfonyl)-2-(1-methyl-1H-pyrazol-4-yl)[1,2,4]triazolo[1,5-c]quinazolin-5-yl]amino}-1,4-diazepin-5-one C(C)S(=O)(=O)C1=CC=CC=2C=3N(C(=NC12)NC=1C(N=CC=NC1)=O)N=C(N3)C=3C=NN(C3)C